O1CC[C@@H](C2=CC=CC=C12)NC(=O)C=1C=NC2=C(C=CC=C2C1COC)C1=C(C(=CC(=C1)F)F)F N-[(4S)-3,4-dihydro-2H-chromen-4-yl]-4-(methoxymethyl)-8-(2,3,5-trifluorophenyl)quinoline-3-carboxamide